triethylene glycol di(caproate) C(CCCCC)(=O)OCCOCCOCCOC(CCCCC)=O